(ethylhexyl acrylate) methyl-methacrylate COC(C(=C)C)=O.C(C)C=C(C(=O)O)CCCCCC